5-((3-(trans-3-(3-cyclopropyl-1H-pyrazol-1-yl)cyclobutyl)propyl)amino)-2-(2,6-dioxopiperidin-3-yl)isoindoline-1,3-dione C1(CC1)C1=NN(C=C1)[C@@H]1C[C@H](C1)CCCNC=1C=C2C(N(C(C2=CC1)=O)C1C(NC(CC1)=O)=O)=O